2-methoxy-7-methyl-7,8-dihydro-5H-1,6-naphthyridine-6-carboxylic acid tert-butyl ester C(C)(C)(C)OC(=O)N1CC=2C=CC(=NC2CC1C)OC